BrC=1N=C(N2C1C(=NC=C2)Cl)[C@@H]2CN(CC2)C(=O)OCC2=CC=CC=C2 (S)-benzyl 3-(1-bromo-8-chloroimidazo[1,5-a]pyrazin-3-yl)pyrrolidine-1-carboxylate